1-(3,4-difluorophenyl)-3-aza-bicyclo[3.1.0]hexane FC=1C=C(C=CC1F)C12CNCC2C1